2-(3,6-diazabicyclo[3.1.1]heptan-3-yl)-7-(thiazol-2-yl)-4-((5-(trifluoromethoxy)pyridin-2-yl)oxy)benzo[d]oxazole C12CN(CC(N1)C2)C=2OC1=C(N2)C(=CC=C1C=1SC=CN1)OC1=NC=C(C=C1)OC(F)(F)F